(5R)-2-methyl-5-prop-1-en-2-ylcyclohexan-2-en-1-one CC=1C(C[C@@H](CC1)C(=C)C)=O